FC=1C(=C(C(=O)NCC23CCC(CC2)(CC3)C3=NOC(=N3)C3=NC(=NC=C3)N3CCN(CC3)C(=O)OC(C)(C)C)C=C(C1OCC1=CC=C(C=C1)OC)F)OC tert-butyl 4-(4-{3-[4-({3,5-difluoro-2-methoxy-4-[(4-methoxyphenyl)methoxy]benzamido}methyl)bicyclo[2.2.2]octan-1-yl]-1,2,4-oxadiazol-5-yl}pyrimidin-2-yl)piperazine-1-carboxylate